2-{2-(azetidin-1-ylcarbonyl)-6-[(2S)-1-methoxypropan-2-yl]-5,8-dioxo-5,6,7,8-tetrahydro-4H-pyrazolo[1,5-a]pyrrolo[3,4-d]pyrimidin-4-yl}-N-(5-fluoropyridin-2-yl)acetamide N1(CCC1)C(=O)C1=NN2C(N(C3=C(C2=O)CN(C3=O)[C@H](COC)C)CC(=O)NC3=NC=C(C=C3)F)=C1